N1(CC=CCC1)C(=O)OC(C)(C)C tertbutyl 5,6-dihydropyridine-1(2H)-carboxylate